ClC=1C(=C(C=CC1)S(=O)(=O)Cl)C(F)(F)F 3-chloro-2-(trifluoromethyl)benzenesulfonyl chloride